(R)-10-methyl-3-(2-vinylpyridin-4-yl)-9,10,11,12-tetrahydro-8H-[1,4]diazepino[5',6':4,5]thieno[3,2-f]quinolin-8-one C[C@H]1NC(C2=C(C=3C=4C=CC(=NC4C=CC3S2)C2=CC(=NC=C2)C=C)NC1)=O